6-(6-Methoxy-1H-indol-2-yl)-N-(1-(2-(2-methoxyethoxy)ethyl)-3-(pyridin-2-yl)-1H-pyrazol-4-yl)picolinamid COC1=CC=C2C=C(NC2=C1)C1=CC=CC(=N1)C(=O)NC=1C(=NN(C1)CCOCCOC)C1=NC=CC=C1